COC1=CC=C(CN(C(=O)OCCOCCOC(=O)C=2C=NC=C(C2)C(=O)OCCOCCOC(=O)N(CC2=CC=C(C=C2)OC)CC2=CC=C(C=C2)OC)CC2=CC=C(C=C2)OC)C=C1 bis(2-{bis[4-methoxybenzyl]aminocarbonyloxyethoxy} ethyl)3,5-pyridinedicarboxylate